O1CCN(CC1)CCOC1=CC=C(C=C1)C1=C2C(=NC(=C1)NC(=O)C1CC1)NC=C2 N-(4-(4-(2-morpholinoethoxy)phenyl)-1H-pyrrolo[2,3-b]pyridin-6-yl)cyclopropylcarboxamide